3-(5,7-Difluoro-6-(4-hydroxybut-1-yn-1-yl)-4-oxo-1,4-dihydroquinolin-2-yl)-4-(methylsulfonyl)benzonitrile FC1=C2C(C=C(NC2=CC(=C1C#CCCO)F)C=1C=C(C#N)C=CC1S(=O)(=O)C)=O